4-imidazo[1,2-a]pyridin-3-yl-7-[[5-[4-(methylamino)-1-piperidyl]-2-pyridyl]amino]isoindolin-1-one N=1C=C(N2C1C=CC=C2)C2=C1CNC(C1=C(C=C2)NC2=NC=C(C=C2)N2CCC(CC2)NC)=O